(2R,4R)-6-chloro-4-hydroxy-N-(4-{[cis-3-(trifluoromethoxy)cyclobutyl]carbamoyl}bicyclo[2.2.2]octan-1-yl)-3,4-dihydro-2H-1-benzopyran-2-carboxamide ClC=1C=CC2=C([C@@H](C[C@@H](O2)C(=O)NC23CCC(CC2)(CC3)C(N[C@@H]3C[C@@H](C3)OC(F)(F)F)=O)O)C1